methyl 5-amino-6-((oxetan-2-ylmethyl)amino)2-pyridinecarboxylate NC=1C=CC(=NC1NCC1OCC1)C(=O)OC